FC1(C2=CC=CC=C2C=2C=C(C=CC12)C(=O)NCC(=O)N1[C@@H](C[C@H](C1)OC(F)(F)F)C(=O)O)F (2S,4R)-1-((9,9-difluoro-9H-fluorene-3-carbonyl)glycyl)-4-(trifluoromethoxy)pyrrolidine-2-carboxylic acid